C(C)OC(=O)C=1C(=NC(=NC1)Cl)N[C@@H]1C[C@H](C1)O[Si](C1=CC=CC=C1)(C1=CC=CC=C1)C(C)(C)C.[N+](=O)([O-])C1=C(C=CC=C1)C=1NC2=C(N1)C=CC=C2 2-(o-nitrophenyl)benzimidazole Ethyl-4-((trans-3-((tert-butyldiphenylsilyl)oxy)cyclobutyl)amino)-2-chloropyrimidine-5-carboxylate